NC1=CC=C(C=C1)C1=NN(C(=C1)NC(C1=CC(=CC=C1)C1(N=N1)C(F)(F)F)=O)C N-(3-(4-aminophenyl)-1-methyl-1H-pyrazol-5-yl)-3-(3-(trifluoromethyl)-3H-diazirin-3-yl)benzamide